C(C1=CC=CC=C1)OC1=NC(=CC=C1N1C(N(C2=C1C=CC(=C2)N2N=C(C=C2)CC(=O)OCC)C)=O)OCC2=CC=CC=C2 ethyl 2-(1-(1-(2,6-bis(benzyloxy)pyridin-3-yl)-3-methyl-2-oxo-2,3-dihydro-1H-benzo[d]imidazol-5-yl)-1H-pyrazol-3-yl)acetate